Br.BrCC1=CC=NC=C1 4-(Bromomethyl)pyridine, hydrobromide salt